spiro[3.3]heptane-2-ylcarboxylic acid C1C(CC12CCC2)C(=O)O